(3S,9aS)-3-(benzo[d]thiazol-2-yl)-3-hydroxyhexahydropyrazino[2,1-c][1,4]oxazin S1C(=NC2=C1C=CC=C2)[C@@]2(CN1[C@H](CO2)CNCC1)O